FC1=C(C=C(C=C1)F)N1C(C(=C2N1CCCC2)C(=O)NC2=CC(=C(C=C2)OC2=NC=NC1=CC(=C(C=C21)OCCOC)OCCOC)OC)=O (2,5-difluorophenyl)-N-(4-((6,7-bis(2-methoxyethoxy)quinazolin-4-yl)oxy)-3-methoxyphenyl)-2-oxo-1,2,4,5,6,7-hexahydropyrazolo[1,5-a]pyridine-3-carboxamide